2-bromo-4-chlorophenylhydrazine hydrochloride Cl.BrC1=C(C=CC(=C1)Cl)NN